N-[3-Fluoro-4-[(7-methoxy-1,5-naphthyridin-4-yl)oxy]phenyl]-5-(4-fluoro-2-methylphenyl)-1,6-dimethyl-4-oxopyridazine-3-carboxamide FC=1C=C(C=CC1OC1=CC=NC2=CC(=CN=C12)OC)NC(=O)C1=NN(C(=C(C1=O)C1=C(C=C(C=C1)F)C)C)C